6-amino-2-(3,5-dichloro-4-((2-cyclobutyl-4-methylquinoline-6-yl)oxy)phenyl)-1,2,4-triazine-3,5(2H,4H)-dione NC=1C(NC(N(N1)C1=CC(=C(C(=C1)Cl)OC=1C=C2C(=CC(=NC2=CC1)C1CCC1)C)Cl)=O)=O